FC1=C(C=C(C=C1C[C@@H]1N(C2CC([C@@H]1NS(=O)(=O)C)C2)C(=O)OC(C)(C)C)F)C2=CC=CC=C2 tert-Butyl (3S,4S)-3-[(2,5-difluoro[biphenyl]-3-yl)methyl]-4-[(methylsulfonyl)amino]-2-azabicyclo[3.1.1]heptane-2-carboxylate